N=1N=C(NC1)C1OCCN(C1)C1=NC=C2C(=N1)N(N=C2C=2C(=C(C(=C(C2)C(F)(F)F)F)O)F)C 3-(6-(2-(4H-1,2,4-Triazol-3-yl)morpholino)-1-methyl-1H-pyrazolo[3,4-d]pyrimidin-3-yl)-2,6-difluoro-5-(trifluoromethyl)phenol